ClC1=C2N=CN(C2=NC(=N1)SCCC)CCCCC 6-Chloro-9-pentyl-2-(propylsulfanyl)-9H-purine